C1(=CC=CC=C1)C1C(O1)CC(=O)OC(C1=CC2=CC=C(C=C2C=C1)OC)C#N cyano-(6-methoxy-naphthalen-2-yl)-methyl (3-phenyl-oxiranyl)-acetate